BrC=1C=C(C2=C(C(=CO2)CNC(OC(C)(C)C)=O)C1)Cl tert-butyl (5-bromo-7-chlorobenzofuran-3-yl)methylcarbamate